N-(4-((4-(tert-butyl)phenyl)amino)cyclohexyl)acetamide C(C)(C)(C)C1=CC=C(C=C1)NC1CCC(CC1)NC(C)=O